2,4-dibenzyloxy-6-hydroxyphenylethanone C(C1=CC=CC=C1)OC1=C(C(=CC(=C1)OCC1=CC=CC=C1)O)C(C)=O